O1COCC2=C1C=CC=C2C=NC2=NNC(S2)=S 5-[(1,3-benzodioxan-5-ylmethylene)amino]-1,3,4-thiadiazole-2(3H)-thione